ClC1=CC(=C(C=C1)C1=NC(=NC2=C1N=C(N(C2=O)C)C(F)F)N2CC(OCC2)C2=CC(=NC=C2)C)F 8-(4-chloro-2-fluoro-phenyl)-2-(difluoromethyl)-3-methyl-6-[2-(2-methyl-4-pyridyl)morpholino]pyrimido[5,4-d]pyrimidin-4-one